FC(CN1C=NC(=C1C=1C=CC=2N(C1)C(=CN2)N)C2=CC=C(C=C2)F)F 6-(1-(2,2-difluoroethyl)-4-(4-fluoro-phenyl)-1H-imidazol-5-yl)imidazo[1,2-a]pyridin-3-amine